7-Methyl-7-azaspiro[4.5]decane-8,10-dione CN1CC2(CCCC2)C(CC1=O)=O